9-(2-chloro-3,4-difluorobenzoyl)-2-(methoxymethyl)-2-methyl-1,2,4,7-tetrahydro-3H-pyrrolo[3',2':5,6]pyrido[3,4-b]pyrazin-3-one ClC1=C(C(=O)C2=CNC3=C2C2=C(NC(C(N2)(C)COC)=O)C=N3)C=CC(=C1F)F